ClC=1C(=C(C=CC1F)N(C(OC1=C(C=C(C=C1C(F)(F)F)C(F)(F)F)N1C(N(CC1)CC1(CNC1)O)=O)=O)C([2H])([2H])[2H])F 2-(3-((3-hydroxyazetidin-3-yl)methyl)-2-oxoimidazolidin-1-yl)-4,6-bis(trifluoromethyl)phenyl (3-chloro-2,4-difluorophenyl)(methyl-d3)carbamate